ClC1=C(C=CC(=C1)I)N1C=NC(=C1)C1=NC(=NC=C1C(F)(F)F)NC1CCN(CC1)S(=O)(=O)C 4-(1-(2-chloro-4-iodophenyl)-1H-imidazol-4-yl)-N-(1-(methylsulfonyl)piperidin-4-yl)-5-(trifluoromethyl)pyrimidin-2-amine